ClC=1N=CC(=NC1)N1C[C@@H]2C([C@@H]2C1)NC(OC(C)(C)C)=O tert-butyl ((1R,5S,6r)-3-(5-chloropyrazin-2-yl)-3-azabicyclo[3.1.0]hexan-6-yl)carbamate